3-((2-carboxyethyl)amino)-7-(thiazol-5-yl)benzo[e][1,2,4]triazine-1,4-dioxide C(=O)(O)CCNC=1N=[N+](C2=C([N+]1[O-])C=CC(=C2)C2=CN=CS2)[O-]